(S)-tert-Butyl 3-((4-(2-(6-chloro-3-(2-chlorophenylsulfonamido)-2-fluorophenoxy)pyridin-3-yl)pyrimidin-2-yl)amino)piperidine-1-carboxylate ClC1=CC=C(C(=C1OC1=NC=CC=C1C1=NC(=NC=C1)N[C@@H]1CN(CCC1)C(=O)OC(C)(C)C)F)NS(=O)(=O)C1=C(C=CC=C1)Cl